N=1C=CN2N=CC(=CC21)OC2=C(C=C(N)C=C2)C 4-(imidazo[1,2-b]pyridazin-7-yloxy)-3-methylaniline